BrC=1C=C2C(NC(NN2C1)=O)=O 6-bromopyrrolo[2,1-f][1,2,4]triazine-2,4(1H,3H)-dione